[(3R)-1-methyl-3-piperidyl]oxazolo[4,5-b]pyridin-2-amine CN1C[C@@H](CCC1)C1=CC=C2C(=N1)N=C(O2)N